(R)-tert-butyl (1-(4-(2,2,2-trifluoroethoxy)pyridin-2-yl)pyrrolidin-3-yl)carbamate FC(COC1=CC(=NC=C1)N1C[C@@H](CC1)NC(OC(C)(C)C)=O)(F)F